NC1=C2N(C(N(C2=NC=N1)[C@H]1CN(CC1)C(C#CC)=O)=O)C1=CC=C(C=C1)OC1=CC=CC=C1 6-amino-9-[(3R)-1-(2-butynoyl)-3-pyrrolidinyl]-7-(4-phenoxyphenyl)-7,9-dihydro-8H-purin-8-one